FC(C(=O)O)(F)F.S1C(=NC=C1)NC(C)=O N-thiazole-2-Yl-acetamide trifluoroacetate